CN(C)CC1=NC(=CC(=C1)NC(=O)C1=CC=C2CCN(C2=C1)CC=1C=C2C(=NC1)NN=C2C)C(F)(F)F N-(2-((dimethylamino)methyl)-6-(trifluoromethyl)pyridin-4-yl)-1-((3-methyl-1H-pyrazolo[3,4-b]pyridin-5-yl)methyl)indoline-6-carboxamide